7-chloro-8-(hydroxymethyl)-2,6-dihydroimidazo[1,2-c]quinazolin-5(3H)-one ClC1=C(C=CC=2C=3N(C(NC12)=O)CCN3)CO